cyclopropyltriethylammonium bromide [Br-].C1(CC1)[N+](CC)(CC)CC